methyl (2S,3R)-3-((tert-butyldimethylsilyl)oxy)-2-(4-(isopropylsulfonyl)piperazin-1-yl)butanoate [Si](C)(C)(C(C)(C)C)O[C@@H]([C@@H](C(=O)OC)N1CCN(CC1)S(=O)(=O)C(C)C)C